CN(CCCC(C(=O)O)=C)C.CN(CCCOC(C=C)=O)C.C(C(=C)C)(=O)OCCC[Si](OCC)(OCC)OCC 3-methacryloxypropyltriethoxysilane 3-dimethylaminopropyl-acrylate (3-dimethylaminopropyl-acrylate)